(hexane-6-ol) carbamate C(N)(=O)OCCCCCC